CO[C@@H]1C[C@@H](CC1)NC1=NC(=NN2C1=C(C(=C2)C2=CC(=NC=C2)OC)C)C=2N(C=CN2)C |r| rac-N-((1R,3S)-3-Methoxycyclopentyl)-6-(2-methoxypyridin-4-yl)-5-methyl-2-(1-methyl-1H-imidazol-2-yl)pyrrolo[2,1-f][1,2,4]triazin-4-amine